(2R,3S)-3-(benzyloxycarbonylamino)-2-[2-(p-toluenesulfonyloxy)ethyl]pyrrolidine-1-carboxylic acid tert-butyl ester C(C)(C)(C)OC(=O)N1[C@@H]([C@H](CC1)NC(=O)OCC1=CC=CC=C1)CCOS(=O)(=O)C1=CC=C(C)C=C1